O[C@H]1C[C@H](CCC1)N1C(=NC2=C3CC[C@@H](NC3=CC=C21)C)CN2C(C=CC=C2)=O (7S)-3-[(1S,3R)-3-Hydroxycyclohexyl]-7-methyl-2-[(2-oxo-1,2-dihydropyridin-1-yl)methyl]-3H,6H,7H,8H,9H-imidazo[4,5-f]chinolin